tert-butyl (1-(4-(2,6-bis(benzyloxy)pyridin-3-yl)-5-fluorobenzofuran-7-yl)azetidin-3-yl)carbamate C(C1=CC=CC=C1)OC1=NC(=CC=C1C1=C(C=C(C2=C1C=CO2)N2CC(C2)NC(OC(C)(C)C)=O)F)OCC2=CC=CC=C2